OC(C(=O)O)(C1=CC=C(C=C1)C)C1=CC=CC=C1 2-hydroxy-2-phenyl-2-(p-tolyl)acetic acid